3-(difluoromethoxy)-4-(3-methyl-4-(methylsulfonyl)phenyl)-1H-indazole-5-carbonitrile FC(OC1=NNC2=CC=C(C(=C12)C1=CC(=C(C=C1)S(=O)(=O)C)C)C#N)F